rac-(1r,4s)-4-amino-2,2-dimethylcyclobutane-1-ol hydrochloride Cl.N[C@H]1CC([C@H]1O)(C)C |r|